OC1=C(C2COC3=CC(=CC(=C3C2=O)O)O)C=CC(=C1)O 2',4',5,7-tetrahydroxyisoflavanone